C[Si](O[SiH3])(C)C trimethylsiloxysilane